ClC=1SC(=C(N1)C#CCC(=O)O)Cl 4-(2,5-dichloro-1,3-thiazol-4-yl)but-3-ynoic acid